(2S)-6-amino-2-[[(2S)-2-amino-3-(3-hydroxy-4-phosphonooxyphenyl)propanoyl]amino]hexanoic acid NCCCC[C@@H](C(=O)O)NC([C@H](CC1=CC(=C(C=C1)OP(=O)(O)O)O)N)=O